(3S,4R) or (3R,4S)-4-[5-chloro-4-({6-chloro-7-[1-(oxetan-3-yl)piperidin-4-yl]quinazolin-2-yl}amino)-1H-pyrazol-1-yl]oxolan-3-ol ClC1=C(C=NN1[C@H]1[C@@H](COC1)O)NC1=NC2=CC(=C(C=C2C=N1)Cl)C1CCN(CC1)C1COC1 |o1:6,7|